NC=1OC2=CC(=C(C=C2C(C1C#N)C1=CC=CC=C1)C=NC1=C(C=CC=C1)I)O 2-Amino-7-hydroxy-6-[(2-iodo-phenylimino)-methyl]-4-phenyl-4H-chromene-3-carbonitrile